FC=1C=CC2=C(C3C(O2)OC(=C3SCCCC[N+](=O)[O-])C3=CC=C(C=C3)OC)C1 5-fluoro-2-(4-methoxyphenyl)-3-((4-nitrobutyl)thio)-3a,8a-dihydrofuro[2,3-b]benzofuran